LAURYLSULFAT C(CCCCCCCCCCC)OS(=O)(=O)[O-]